5-hydroxy-9-(3,4,5-trimethoxyphenyl)-5a,6,8a,9-tetrahydro-5H-[2]benzofuro[5,6-f][1,3]benzodioxol-8-one OC1C2COC(C2C(C=2C1=CC1=C(OCO1)C2)C2=CC(=C(C(=C2)OC)OC)OC)=O